2,4-dichlorobenzenethiol ClC1=C(C=CC(=C1)Cl)S